N[C@H]1CC[C@H](CC1)ON=C1C(C=2C(=NC=NC2C2=C1C=C(C=C2)OC)N)(C)C 6-(cis-4-aminocyclohexyloxy)imino-8-methoxy-5,5-dimethyl-benzo[h]quinazolin-4-amine